ClC1=C(C=NC(=C1)Cl)C=N[S@@](=O)C(C)(C)C (S)-N-((4,6-dichloropyridin-3-yl)methylene)-2-methylpropan-2-sulfinamide